C(CCCC)[13C]1=[13C]([13CH]=[13CH]C=[13C]1O)O Pentyl(1,2,3,5,6-13C5)cyclohexa-1,3,5-triene-1,3-diol